5-Chloro-2-((6-fluoro-2-methylpyridin-3-yl)oxy)-4-(trifluoromethyl)benzoic acid ClC=1C(=CC(=C(C(=O)O)C1)OC=1C(=NC(=CC1)F)C)C(F)(F)F